4-trifluoromethoxybenzenesulfonyl chloride FC(OC1=CC=C(C=C1)S(=O)(=O)Cl)(F)F